(R)-4-chloro-5-(3-((3-((4,4-difluorocyclohexyl)amino)pyridin-2-yl)oxy)pyrrolidin-1-yl)-2-(2-hydroxyethyl)pyridazin-3(2H)-one ClC=1C(N(N=CC1N1C[C@@H](CC1)OC1=NC=CC=C1NC1CCC(CC1)(F)F)CCO)=O